ClC1=NC=C(C=C1C1=CC=C(N=N1)NC1C[C@@H]2[C@@H](CN(C2)CC2CCOCC2)C1)F (3aR,5s,6aS)-N-[6-(2-chloro-5-fluoro-3-pyridyl)pyridazin-3-yl]-2-(tetrahydropyran-4-ylmethyl)-3,3a,4,5,6,6a-hexahydro-1H-cyclopenta[c]pyrrol-5-amine